6-bromo-8-iodo-1,3-dimethyl-9H-pyrido[3,4-b]indole BrC=1C=C2C3=C(NC2=C(C1)I)C(=NC(=C3)C)C